C2-amino-1-propanol NC(CO)C